1-(4-fluorophenyl)but-3-en-1-ol FC1=CC=C(C=C1)C(CC=C)O